S1C(=NC2=C1C=CC=C2)NC(=O)C=2C=CC=C1CCN(CC21)C2=CC=C(C(=N2)C(=O)O)C2=C(C(=CC=C2)OC2CC(CCC2)(C)C)C 6-[8-(1,3-benzothiazol-2-ylcarbamoyl)-3,4-dihydroisoquinolin-2(1H)-yl]-3-{3-[(3,3-dimethylcyclohexyl)oxy]-2-methylphenyl}pyridine-2-carboxylic acid